[Si](C)(C)(C(C)(C)C)OC1=C(C=C2C3=C(C(OC2=C1)=O)C=C(C=C3)O[Si](C)(C)C(C)(C)C)Cl 3,8-bis((tert-butyldimethylsilyl)oxy)-2-chloro-6H-benzo[c]chromen-6-one